FC1=C(C=CC(=C1)OC(F)(F)F)COC1CCN(CC1)C(=O)N1C[C@H](CC1)C1=NC=NN1 [4-[[2-Fluoro-4-(trifluoromethoxy)phenyl]methoxy]-1-piperidyl]-[(3S)-3-(1H-1,2,4-triazol-5-yl)pyrrolidin-1-yl]methanone